[Na+].[Na+].CC1(C[C@H](NC1)C(=O)N1CC(C1)OC1=C(C=2O[B-](CCC2C=C1)(O)O)C(=O)O)C.CC1(C[C@H](NC1)C(=O)N1CC(C1)OC1=C(C=2O[B-](CCC2C=C1)(O)O)C(=O)O)C 8-{[1-(4,4-dimethyl-L-prolyl)azetidin-3-yl]oxy}-4,4-dihydroxy-5-oxa-4-boranuidabicyclo[4.4.0]deca-1(6),7,9-triene-7-carboxylic acid disodium salt